n-Dibutyl ether CCCCOCCCC